(((1-(pyrimidin-2-yl)propyl)amino)methyl)nicotinonitrile N1=C(N=CC=C1)C(CC)NCC1=C(C#N)C=CC=N1